2-[[(2S)-2-methylpyrrolidin-1-yl]methyl]-1-(2-trimethylsilylethoxymethyl)pyrrolo[3,2-c]pyridin-6-amine C[C@@H]1N(CCC1)CC1=CC=2C=NC(=CC2N1COCC[Si](C)(C)C)N